1'-(1-(4-chloro-3-fluorophenyl)-3,3-dimethyl-2,3-dihydro-1H-pyrrolo[3,2-b]pyridine-5-carbonyl)spiro[indoline-3,3'-pyrrolidin]-2-one ClC1=C(C=C(C=C1)N1CC(C2=NC(=CC=C21)C(=O)N2CC1(CC2)C(NC2=CC=CC=C21)=O)(C)C)F